N-(4-fluorophenyl)-1H-indole-5-carboxamide FC1=CC=C(C=C1)NC(=O)C=1C=C2C=CNC2=CC1